5-(3-(((R)-3-(4-(4-amino-3-(4-phenoxyphenyl)-1H-pyrazolo[3,4-d]pyrimidin-1-yl)piperidin-1-yl)pyrrolidin-1-yl)methyl)azetidin-1-yl)-2-(2,6-dioxopiperidin-3-yl)isoindoline-1,3-dione NC1=C2C(=NC=N1)N(N=C2C2=CC=C(C=C2)OC2=CC=CC=C2)C2CCN(CC2)[C@H]2CN(CC2)CC2CN(C2)C=2C=C1C(N(C(C1=CC2)=O)C2C(NC(CC2)=O)=O)=O